C(C)(=O)O.FC=1C(NC(NC1)=O)=O 5-fluoro-2,4-dioxo-3,4-dihydropyrimidine acetate